C1(CC(CCC1)CC(=O)O)CC(=O)O 1,3-cyclohexanediacetic acid